(Sa)-6-(4-Chloro-1-(4-(2-methoxypyridin-4-yl)benzyl)-1H-indazol-7-carboxamido)spiro-[3.3]heptan ClC1=C2C=NN(C2=C(C=C1)C(=O)NC1CC2(CCC2)C1)CC1=CC=C(C=C1)C1=CC(=NC=C1)OC